7-(4-(diphenylamino)phenyl)pyrrolo[1,2-b]isoquinoline-5,10-dione C1(=CC=CC=C1)N(C1=CC=C(C=C1)C=1C=CC=2C(C=3N(C(C2C1)=O)C=CC3)=O)C3=CC=CC=C3